[Si](C)(C)(C(C)(C)C)OCC=1SC=CN1 (((tert-butyldimethylsilyl)oxy)methyl)thiazole